CC1=C(C=2C(=CN=C(C2)OCC2=C(N=CS2)C)O1)C(=O)O 2-methyl-5-[(4-methylthiazol-5-yl)methoxy]furo[2,3-c]pyridine-3-carboxylic acid